tert-Butyl-dimethyl-[[6-methyl-4-(4,4,5,5-tetramethyl-1,3,2-dioxaborolan-2-yl)-2-pyridyl]methoxy]silane C(C)(C)(C)[Si](OCC1=NC(=CC(=C1)B1OC(C(O1)(C)C)(C)C)C)(C)C